O=C1NC(CCC1N1C(C2=CC=C(C=C2C1=O)NCCCOC1=CC=C(C=C1)C1(CCC1)C1=CC=C(OCC2=NC(=NO2)C(=O)N)C=C1)=O)=O 5-((4-(1-(4-(3-((2-(2,6-dioxopiperidin-3-yl)-1,3-dioxoisoindoline-5-yl)amino)propoxy)phenyl)cyclobutyl)phenoxy)methyl)-1,2,4-oxadiazole-3-carboxamide